COC(=O)N(C(C(=O)OC)CC=1C=NC=CC1)C methyl 2-((methoxycarbonyl)(methyl)amino)-3-(pyridin-3-yl)propanoate